BrC=1C=C(C(=NC1F)NS(=O)(=O)C1=CNC2=CC(=CC=C12)Cl)F N-(5-bromo-3,6-difluoropyridin-2-yl)-6-chloro-1H-indole-3-sulfonamide